CC=1N(C=CN1)C1=CC(=NC=N1)N1CC2(CC2)C(CC1)C(=O)N1OCC[C@H]1C=1C=NC(=CC1)C [5-[6-(2-methylimidazol-1-yl)pyrimidin-4-yl]-5-azaspiro[2.5]octan-8-yl]-[(3S)-3-(6-methylpyridin-3-yl)-1,2-oxazolidin-2-yl]methanone